3'-(ethane-1,2-diylbis(oxy))bisPropionic acid C(COCCC(=O)O)OCCC(=O)O